N-methyl-N-(N-methyl-N-((R)-1-tritylaziridine-2-carbonyl)-D-alanyl)-L-valine CN([C@@H](C(C)C)C(=O)O)C([C@H](N(C(=O)C1[N@@](C1)C(C1=CC=CC=C1)(C1=CC=CC=C1)C1=CC=CC=C1)C)C)=O